C1N(CCC2=CC=CC=C12)C[C@H](CN1C(C2=CC=C(C=C2CC1)N1CCN(CC1)C(C(C)(C)C)=O)=O)O 2-[(2R)-3-(3,4-dihydro-1H-isoquinolin-2-yl)-2-hydroxy-propyl]-6-[4-(2,2-dimethylpropanoyl)piperazin-1-yl]-3,4-dihydroisoquinolin-1-one